C(C1=CC=CC=C1)N1C=CC=2C1=NC(=CC2)NC2=CC(=CC(=C2)C(C)(C)C)C(C)(C)C 1-benzyl-N-(3,5-di-tert-butylphenyl)-1H-pyrrolo[2,3-b]pyridine-6-amine